CC=1C=C(CNC2=NC=CC=C2)C=CC1C N-(3,4-dimethylbenzyl)pyridine-2-amine